[Ga].[Ga].[Ga].[V] vanadium tri-gallium